(2-methoxyphenyl)glycine COC1=C(C=CC=C1)NCC(=O)O